OC(C(=O)C1=CC=C(C=C1)OC1=CC=C(C=C1)C(C(C)(C)O)=O)(C)C 2-hydroxy-1-{4-[4-(2-hydroxy-2-methyl-propionyl)-phenoxy]-phenyl}-2-methyl-propan-1-one